C(CCC=C)CS(=O)(=O)[O-] pent-4-en-1-ylmethanesulfonate